nickel tantalum ditelluride [Te-2].[Te-2].[Ta+5].[Ni+2]